tert-butyl (2S,4R)-4-hydroxy-2-(((S)-1-(4-(4-methylthiazol-5-yl)phenyl) ethyl)carbamoyl)pyrrolidine-1-carboxylate O[C@@H]1C[C@H](N(C1)C(=O)OC(C)(C)C)C(N[C@@H](C)C1=CC=C(C=C1)C1=C(N=CS1)C)=O